C(C)OC(=O)C=1C(=NC2=C(C=CC=C2C1Cl)C)C 2,8-dimethyl-4-chloroquinoline-3-carboxylic acid ethyl ester